C(C)(=O)OC[C@@H](NC([C@@H](NC(C1=CC=C(C=C1)F)=O)CC1=CC=CC=C1)=O)CC1=CC=CC=C1 N-(N-p-fluorobenzoyl-L-phenylalanyl)-L-phenylalaninol acetate